C(C)N(C(O)=O)C1=C(C(=C(C=C1)N1CC2=CC=C(C=C2C1)C(F)(F)F)F)N.FC(CNS(=O)(=O)C1=CC=C(C=C1)N1N=C(C=C1C1=CC=C(C=C1)C)C(F)(F)F)=C N-(2-fluoroallyl)-4-(5-(p-tolyl)-3-(trifluoromethyl)-1H-pyrazol-1-yl)benzenesulfonamide ethyl-(2-amino-3-fluoro-4-(5-(trifluoromethyl)isoindolin-2-yl)phenyl)carbamate